COC=1C=C(C=C2CCNC(C12)=O)B1OC(C(O1)(C)C)(C)C 8-methoxy-6-(4,4,5,5-tetramethyl-1,3,2-dioxaborolan-2-yl)-3,4-dihydro-2H-isoquinolin-1-one